N-(3-bromo-5-fluoro-4-methylphenyl)acetamide BrC=1C=C(C=C(C1C)F)NC(C)=O